C(C)(C)(C)OC(N[C@@H]1C[C@@H](CCC1)NC(C1=CC=C(C=C1)F)=O)=O.OC1CN(CC1)CCNC(=O)C1=NC=CN=C1 N-(2-(3-hydroxypyrrolidin-1-yl)ethyl)pyrazine-2-carboxamide tert-butyl-N-[(1S,3R)-3-[(4-fluorobenzoyl)amino]cyclohexyl]carbamate